morpholine-4-carbonylcarboxyamide N1(CCOCC1)C(=O)[N-]C(=O)O